FC=1C(=NC=C(C1)C#CC(C)(O[Si](C)(C)C)C)CNCC N-((3-fluoro-5-(3-methyl-3-((trimethylsilyl)oxy)but-1-yn-1-yl)pyridin-2-yl)methyl)ethanamine